Triethylene Glycol n-Butyl Ether C(CCC)OCCOCCOCCO